(3R,4R,5S)-4-acetylamino-5-amino-3-(1-ethylpropoxy)-1-cyclohexene-1-carboxylic acid ethyl ester phosphate P(=O)(O)(O)O.C(C)OC(=O)C1=C[C@H]([C@@H]([C@H](C1)N)NC(C)=O)OC(CC)CC